CN1N=CC2=CC=CC(=C12)S(=O)(=O)C1=CC=C(C=C1)CNC(=O)C1=CC=2C=NC=CC2N1 N-{[4-(1-methyl-1H-indazole-7-sulfonyl)phenyl]methyl}-1H-pyrrolo[3,2-c]pyridine-2-carboxamide